[6-(3-cyclopropyl-1,2,4-triazol-1-yl)-2-azaspiro[3.3]heptan-2-yl]-[3-[4-(1-morpholinocyclopropyl)phenyl]azetidin-1-yl]methanone C1(CC1)C1=NN(C=N1)C1CC2(CN(C2)C(=O)N2CC(C2)C2=CC=C(C=C2)C2(CC2)N2CCOCC2)C1